5-chloro-2-(3-chlorophenyl)[1,2,4]triazolo[1,5-c]quinazoline ClC1=NC=2C=CC=CC2C=2N1N=C(N2)C2=CC(=CC=C2)Cl